NC1=C(C=CC(=C1)C(=O)O)C(=O)O 2-aminobenzene-1,4-dicarboxylic acid